ClC1=CC(=C(C=C1)COC1=NC=CC=C1C1CCN(CC1)CC1=NC=C(C=C1CC1(CC1)C#N)C1=NN=C(N1)C(F)(F)F)F 1-({2-[(4-{2-[(4-chloro-2-fluorophenyl)methoxy]pyridin-3-yl}piperidin-1-yl)methyl]-5-[5-(trifluoromethyl)-4H-1,2,4-triazol-3-yl]pyridin-3-yl}methyl)cyclopropane-1-carbonitrile